3-(benzylthio)-5-bromopyridinecarbonitrile tert-butyl-4-(4-((2,6-dioxopiperidin-3-yl)amino)phenyl)-[1,4'-bipiperidine]-1'-carboxylate C(C)(C)(C)OC(=O)N1CCC(CC1)N1CCC(CC1)C1=CC=C(C=C1)NC1C(NC(CC1)=O)=O.C(C1=CC=CC=C1)SC=1C(=NC=C(C1)Br)C#N